C(C)(=O)OC1=C2C(=CN(C2=CC=C1)CP(O)(O)=O)CCN(C([2H])([2H])[2H])C([2H])([2H])[2H] ((4-acetoxy-3-(2-(bis(methyl-d3)amino)ethyl)-1H-indol-1-yl)methyl)phosphonic acid